[Si](C)(C)(C(C)(C)C)O[C@H]1[C@@H]([C@H]([C@H](C1)O[Si](C)(C)C(C)(C)C)C\C=C/CCCC(=O)OC)\C=C\[C@H](COC1=CC(=CC=C1)C(F)(F)F)O[Si](C)(C)C(C)(C)C (Z)-methyl 7-((1R,2R,3R,5S)-3,5-bis(tert-butyldimethylsilyloxy)-2-((R,E)-3-(tert-butyldimethylsilyloxy)-4-(3-(trifluoromethyl)phenoxy)but-1-enyl)cyclopentyl)hept-5-enoate